heptamethyl-phenyl-cyclotetrasiloxane C[Si]1(O[Si](O[Si](O[Si](O1)(C1=CC=CC=C1)C)(C)C)(C)C)C